(S)-2,5-bis((2S,3S)-2-((E)-4,8-dimethylnon-3,7-dien-1-yl)-3,5-dihydroxy-2-methyl-7-oxo-3,4,7,9-tetrahydropyrano[2,3-E]isoindol-8(2H)-yl)pentanoic acid C\C(=C/CC[C@]1([C@H](CC=2C(=C3CN(C(C3=CC2O)=O)[C@H](C(=O)O)CCCN2C(C3=CC(=C4C(=C3C2)O[C@]([C@H](C4)O)(CC\C=C(\CCC=C(C)C)/C)C)O)=O)O1)O)C)\CCC=C(C)C